C(CCCCCCCCCCC)P(O)(O)OC1=C(C=CC=C1)C(C)(C)C1=C(C=CC=C1)O isopropylidenediphenol dodecyl-phosphite